C[C@@H]1N[C@@H](C[C@]2(C1)OC[C@H](C1=CC(=CC=C12)C(F)(F)F)O)C=1N=NN(C1)C (1S,2'S,4S,6'S)-2'-methyl-6'-(1-methyl-1H-1,2,3-triazol-4-yl)-6-(trifluoromethyl)spiro[isochromane-1,4'-piperidin]-4-ol